5-{(3S)-3-[(2-cyclopropylpropyl)amino]-5-fluoro-7-hydroxy-3,4-dihydro-2H-1-benzothiopyran-6-yl}-1,2,5-thiadiazolidine-1,1,3-trione C1(CC1)C(CN[C@@H]1CSC2=C(C1)C(=C(C(=C2)O)N2CC(NS2(=O)=O)=O)F)C